(S)-2-(((1R,4S)-3,3-dimethyl-4-(4-(5,6,7,8-tetrahydro-1,8-naphthyridin-2-yl)butoxy)cyclopentyl)(methyl)amino)-2-((S)-1-methylisochroman-8-yl)acetic acid CC1(C[C@H](C[C@@H]1OCCCCC1=NC=2NCCCC2C=C1)N([C@H](C(=O)O)C=1C=CC=C2CCO[C@H](C12)C)C)C